C(C)(C)(C)OC(=O)N1CCC2(CC1)CCN(CC2)CC2=C(C=C(C=C2OC)Br)OC 9-(4-bromo-2,6-dimethoxybenzyl)-3,9-diazaspiro[5.5]undecane-3-carboxylic acid tert-butyl ester